2-(2'-hydroxy-3',5'-dipentylphenyl)benzotriazol OC(CC=1C=C(C=C(C1)N1N=C2C(=N1)C=CC=C2)CCCCC)CCC